N-(3-chloro-5-(methylsulfonamido)phenyl)-1-(2-(5-fluoropyridin-3-yl)phenyl)-1H-pyrazole-4-carboxamide ClC=1C=C(C=C(C1)NS(=O)(=O)C)NC(=O)C=1C=NN(C1)C1=C(C=CC=C1)C=1C=NC=C(C1)F